CC=1C(=CNC1)CCC(=O)O 4-methyl-1H-pyrrole-3-propionic acid